BrC1=CC=C2N(C(C(N(C2=C1)C1CCN(CC1)C(=O)OC(C)(C)C)=O)=O)C Tert-Butyl 4-(7-bromo-4-methyl-2,3-dioxo-3,4-dihydroquinoxalin-1(2H)-yl)piperidine-1-carboxylate